1-(4-hydroxyphenyl)-2-((3aR,5r,6aS)-5-phenethyl-hexahydrocyclopenta[c]pyrrol-2(1H)-yl)ethanone OC1=CC=C(C=C1)C(CN1C[C@@H]2[C@H](C1)CC(C2)CCC2=CC=CC=C2)=O